N-(but-3-yn-1-yl)-4-(2-(4-((4-((4-((2-chlorophenyl)carbamoyl)phenyl)amino)-5-fluoropyrimidin-2-yl)amino)phenyl)acetyl)piperazine-1-carboxamide C(CC#C)NC(=O)N1CCN(CC1)C(CC1=CC=C(C=C1)NC1=NC=C(C(=N1)NC1=CC=C(C=C1)C(NC1=C(C=CC=C1)Cl)=O)F)=O